BrC1=C(C(=NO1)C)NC(O[C@H](C)C1=CC=C(C=C1)Cl)=O |r| (±)-1-(4-chlorophenyl)ethyl (5-bromo-3-methylisoxazol-4-yl)carbamate